CC1=CC2=C(C3=CC=C(C=C3C(=C2C=C1)OCCCCCCC)C)OCCCCCCC 2,6-dimethyl-9,10-bis(n-heptanyloxy)anthracene